Diethylenetriaminepenta(methylene-phosphonic acid) C(CN(CP(=O)(O)O)CP(=O)(O)O)N(CCN(CP(=O)(O)O)CP(=O)(O)O)CP(=O)(O)O